2-Spiro[2.4]heptan-7-ylisoindoline-1,3-dione C1CC12CCCC2N2C(C1=CC=CC=C1C2=O)=O